C(\C=C\C)(=O)O.OCC(O)CO glycerin monocrotonate